O1COC(C2=C1C=CC=C2)C2=NC1=CC=CC=C1C(=N2)NCCN2CCN(CC2)C 2-(benzo[d][1,3]dioxan-4-yl)-N-(2-(4-methylpiperazin-1-yl)ethyl)quinazolin-4-amine